C(C)(C)(C)C1=C(C=CC(=C1)OC#N)OC#N 2-tert-butyl-1,4-dicyanatobenzene